CC=1C=CC=2N(N1)C(=C(N2)C=2C=NC=C(C2)C(F)(F)F)C(=O)N[C@@H]2C(NC1=C(C(=N2)C2=CC=CC=C2)C=CC=C1)=O 6-Methyl-N-[(3S)-2-oxo-5-phenyl-1,3-dihydro-1,4-benzodiazepine-3-Yl]-2-[5-(trifluoromethyl)pyridin-3-yl]imidazo[1,2-b]pyridazine-3-carboxamide